C(C)OC(C(C[C@H](C(=O)C1=CC2=CC=CC=C2C=C1)C1=CC=C(C=C1)NC(C(C)C1=CC=C(C=C1)CC(C)C)=O)F)=O (4S)-2-fluoro-4-(4-(2-(4-isobutylphenyl)propanamido)phenyl)-5-(naphthalen-2-yl)-5-oxopentanoic acid ethyl ester